N-(2-hydroxy-1-(thiophen-2-yl)ethyl)-1-(5-methyl-2-((tetrahydro-2H-pyran-4-yl)amino)-pyrimidin-4-yl)-1H-imidazole-4-amide OCC(C=1SC=CC1)NC(=O)C=1N=CN(C1)C1=NC(=NC=C1C)NC1CCOCC1